BrC(C)C1=CC(=CN2C1=NC(=CC2=O)N2CCOCC2)C(=O)OC methyl 9-(1-bromoethyl)-2-morpholino-4-oxo-pyrido[1,2-a]pyrimidine-7-carboxylate